N,N-dimethylazetidine-3-amine formate C(=O)O.CN(C1CNC1)C